C(#N)C=1C=C2C(=NC(=NC2=CC1)C(=O)N1CC(N(CC1)C(=O)OC(C)(C)C)C)NC1=NNC(=C1)C1CC1 tert-butyl 4-(6-cyano-4-((5-cyclopropyl-1H-pyrazol-3-yl) amino) quinazoline-2-carbonyl)-2-methylpiperazine-1-carboxylate